BrC1=C(/C=C/C=2C=C(C(=C(C2)OCOCC[Si](C)(C)C)OCOCC[Si](C)(C)C)OC)C=C(C=C1OC)OCOCC[Si](C)(C)C (E)-(((((5-(2-Bromo-3-methoxy-5-((2-(trimethylsilyl)ethoxy)methoxy)styryl)-3-methoxy-1,2-phenylene)bis(oxy))bis(methylene))bis(oxy))bis(ethane-2,1-diyl))bis(trimethylsilane)